tert-butyl-(S)-2-[(S)-2-[3-(2-{2-[2-(benzyloxycarbonylamino)ethoxy]ethoxy} ethoxy)propionylamino]-6-(tert-butoxycarbonylamino)hexanoylamino]-6-(hexanoylamino)hexanoate C(C)(C)(C)OC([C@H](CCCCNC(CCCCC)=O)NC([C@H](CCCCNC(=O)OC(C)(C)C)NC(CCOCCOCCOCCNC(=O)OCC1=CC=CC=C1)=O)=O)=O